4-((S)-4-((S)-1-((5-(2,4-difluorophenoxy)pyrazin-2-yl)amino)-1-oxopropan-2-yl)morpholin-2-yl)pyridine 1-oxide FC1=C(OC=2N=CC(=NC2)NC([C@H](C)N2C[C@@H](OCC2)C2=CC=[N+](C=C2)[O-])=O)C=CC(=C1)F